CN(C=CC(=O)C1=CC=C(C=C1)F)C 3-dimethylamino-1-(4-fluorophenyl)-2-propen-1-one